[Cl-].C(C)N(C1=CC=CC=C1)C1=NC(=[N+](C(=C1)NC)C)C 4-(N-ethyl-N-phenylamino)-1,2-dimethyl-6-(methylamino)pyrimidinium chloride